1-(2-((4-methyl-6-phenylhex-3-en-1-yl)oxy)phenyl)propan-1-one CC(=CCCOC1=C(C=CC=C1)C(CC)=O)CCC1=CC=CC=C1